6-(3-bromo-2-fluorobenzyl)-7-(methylsulfonyl)-5-azaspiro[2.4]heptane-5-carboxylic acid tert-butyl ester C(C)(C)(C)OC(=O)N1CC2(CC2)C(C1CC1=C(C(=CC=C1)Br)F)S(=O)(=O)C